2-chloro-2',6'-diethyl-N-(2-propoxyethyl)-acetanilide ClCC(=O)N(C1=C(C=CC=C1CC)CC)CCOCCC